CC1(CC(O1)CN1N=C(C(=C1)C=1N=CC2=C(N1)OC(=C2)C2=CC=CC=C2)C2=CC=C(C=C2)F)C {1-[(4,4-dimethyloxetan-2-yl)methyl]-3-(4-fluorophenyl)-1H-pyrazol-4-yl}-6-phenylfuro[2,3-d]pyrimidine